N1(CC1)C1=CC=C(C=C1)C(CC1(C(NC2=C(C=CC(=C12)Cl)Cl)=O)O)=O 3-(2-(4-(Aziridin-1-yl)phenyl)-2-oxoethyl)-4,7-dichloro-3-hydroxyindolin-2-one